[(2S,3S,4E,6R,7S,10R)-2-[(E)-1-[3-(3,3-difluoroazetidin-1-yl)sulfonylphenyl]prop-1-en-2-yl]-10-hydroxy-3,7-dimethyl-12-oxo-1-oxacyclododec-4-en-6-yl] 4-methylpiperazine-1-carboxylate CN1CCN(CC1)C(=O)O[C@H]1/C=C/[C@@H]([C@H](OC(C[C@@H](CC[C@@H]1C)O)=O)/C(=C/C1=CC(=CC=C1)S(=O)(=O)N1CC(C1)(F)F)/C)C